(5-bromo-2-naphthyl)-cyclohexyl-methanone BrC1=C2C=CC(=CC2=CC=C1)C(=O)C1CCCCC1